1-[(3R)-5,5-difluoropiperidin-3-yl]pyrrolidin-2-one hydrochloride Cl.FC1(C[C@H](CNC1)N1C(CCC1)=O)F